NC1=NC=2C=C(C(=CC2C2=C1COC2)C(=O)N([C@@H]2COC1=C2C=CC(=C1)C#CC1=CN=C2N1CCCC2)C)Cl (S)-4-amino-7-chloro-N-methyl-N-(6-((5,6,7,8-tetrahydroimidazo[1,2-a]pyridin-3-yl)ethynyl)-2,3-dihydrobenzofuran-3-yl)-1,3-dihydrofuro[3,4-c]quinoline-8-carboxamide